FC(C=1OC(C2=C(N1)C(NC(N2)=O)=O)=O)(F)F 2-(trifluoromethyl)-4H-pyrimido[5,4-d][1,3]oxazine-4,6,8(5H,7H)-trione